N1C(=NC=C1)C1=NC2=CC=CC=C2C=C1 Imidazolylquinoline